OC=1C=CC(=NC1)NS(=O)(=O)N1CCN(CC1)C1=CC=C(C=C1)C(F)(F)F N-(5-hydroxypyridin-2-yl)-4-(4-(trifluoromethyl)phenyl)piperazine-1-sulfonamide